[N+](=O)([O-])C1=C(C=CC=C1)C(COC(=O)N(CC)CC)C 2-(2-nitrophenyl)propoxycarbonyl-diethylamine